[Si](C1=CC=CC=C1)(C1=CC=CC=C1)(C(C)(C)C)OC[C@H](C)N1N=C2C(C(=NC(=C2)Cl)Cl)=C1 (S)-2-(1-((tert-butyldiphenylsilyl)oxy)prop-2-yl)-4,6-dichloro-2H-pyrazolo[4,3-c]pyridine